(2R,3R,4S,5R)-5-(4-Amino-5-iodo-7H-pyrrolo[2,3-d]pyrimidin-7-yl)-4-fluoro-2-(hydroxy-methyl)tetrahydro-furan-3-yl cyclohexyl carbonate C(O[C@@H]1[C@H](O[C@H]([C@H]1F)N1C=C(C2=C1N=CN=C2N)I)CO)(OC2CCCCC2)=O